OC1=C(C(N(C(=C1)C)C)=O)NC(N[C@@H](CC(=O)OCC)C=1C=C(C=CC1)C1=C(C=CC=C1)C)=O ethyl (S)-3-(3-(4-hydroxy-1,6-dimethyl-2-oxo-1,2-dihydropyridin-3-yl)ureido)-3-(2'-methyl biphenyl-3-yl)propanoate